FC=1C=C(C=C(C1C=1C=C2C(=CN1)NN=C2C=2C=NN(C2)C)F)C2(CC2)NC 1-(3,5-difluoro-4-(3-(1-methyl-1H-pyrazol-4-yl)-1H-pyrazolo[3,4-c]pyridin-5-yl)phenyl)-N-methylcyclopropylamine